Cl.NCC(=O)OC[C@@H](C)NC(=O)C1=CC2=CC=CC(=C2C=C1)OC1=CC=C(C=C1)C(F)(F)F (R)-2-(5-(4-(trifluoromethyl)phenoxy)-2-naphthamido)propyl glycinate hydrochloride